C(C)(C)(C)OC(N(C1CCN(CC1)C1=C2C=CN=NC2=C(C=C1)C(NC1=CC2=C(N=C(S2)C)C(=C1)F)=O)CC)=O.C(=C)[Si](OC1=CCCC1)(OC1=CCCC1)OC1=CCCC1 vinyltris(1-cyclopenten-1-yloxy)silane tert-butyl-N-ethyl-N-(1-{8-[(4-fluoro-2-methyl-1,3-benzothiazol-6-yl)carbamoyl]cinnolin-5-yl}piperidin-4-yl)carbamate